BrC=1C(=NN(C1C)S(=O)(=O)C)N1CCN(CC1)C(C)=O 1-(4-(4-bromo-5-methyl-1-(methylsulfonyl)-1H-pyrazol-3-yl)piperazin-1-yl)ethan-1-one